F[C@H]1C[C@H](N2N=C(N=C21)S(=O)(=O)[C@@H]2C(C2)(F)F)C2=C(C=CC=C2)F (5S,7S)-7-Fluoro-5-(2-fluorophenyl)-2-[(1S)-2,2-difluorocyclopropyl]sulfonyl-6,7-dihydro-5H-pyrrolo[1,2-b][1,2,4]triazol